C(C=1C(C(=O)[O-])=CC=CC1)(=O)OCCOC(C=C)=O acryloyloxyethyl phthalate